OC(CNC)C1=CC(=CC=C1)O β,3-dihydroxy-N-methylphenethylamine